COC1=CC=C(C=C1)N1CC(NC2=C(C1=O)C=CC=C2)=O 4-(4-methoxyphenyl)-3,4-dihydro-1H-benzo[e][1,4]diazepin-2,5-dione